ethyl 7-(4-methoxybenzyl)-1-methyl-2,8-dioxo-1,2,7,8-tetrahydropyrido[2,3-d]pyridazine-3-carboxylate COC1=CC=C(CN2N=CC3=C(C2=O)N(C(C(=C3)C(=O)OCC)=O)C)C=C1